1,2-dichloro-hexafluoro-cyclopentene ClC1=C(C(C(C1(F)F)(F)F)(F)F)Cl